(1S,2R)-2-((S)-5-bromo-8-((1-isopropyl-1H-1,2,3-triazol-4-yl)methoxy)-1-((1-oxoisoindolin-2-yl)methyl)-1,2,3,4-tetrahydroisoquinoline-2-carbonyl)cyclohexane-1-carboxylic acid BrC1=C2CCN([C@@H](C2=C(C=C1)OCC=1N=NN(C1)C(C)C)CN1C(C2=CC=CC=C2C1)=O)C(=O)[C@H]1[C@H](CCCC1)C(=O)O